C(C=C)(=O)OCC(C(=O)[O-])C.C(C=C)(=O)OCC(C(=O)[O-])C.[Cu+2] copper di(3-acryloyloxy-2-methylpropionate)